CN(/C=C(/C(=O)OCC)\C1=CC=C(C=C1)C)C ethyl (E)-3-(dimethylamino)-2-(p-tolyl)acrylate